vinyloctyltrimethylsilane C(=C)CCCCCCCC[Si](C)(C)C